ClC1=CC=C(CNC(NC2CC3(CC(C3)N3CC=CC=C3)C2)=O)C=C1 N-(6-(3-(4-chlorobenzyl)ureido)spiro[3.3]heptan-2-yl)pyridine